1-{[1-(4-chloro-3-fluorophenyl)-3-methyl-1H-1,2,4-triazol-5-yl]methyl}-3-{[1-(5-methylpyridin-3-yl)-1H-1,2,4-triazol-5-yl]methyl}urea ClC1=C(C=C(C=C1)N1N=C(N=C1CNC(=O)NCC1=NC=NN1C=1C=NC=C(C1)C)C)F